NC([C@H](C)NC(=O)C1=CN=C2N1C=C(C=C2)C=2C=CC1=C(N=C(O1)N)C2)=O (S)-N-(1-amino-1-oxopropan-2-yl)-6-(2-aminobenzo[d]oxazol-5-yl)imidazo[1,2-a]pyridine-3-carboxamide